4-t-butoxyphenyl-phenyliodonium C(C)(C)(C)OC1=CC=C(C=C1)[I+]C1=CC=CC=C1